C(C)(C)(C)OC(=O)N1[C@@H](CCC1)C=1C=C(C=C2CCN(CC12)C(COC)=O)C=1C=C2C(=NC1)NC=C2C(C)C.CSC2=CC1=CC=CC=C1C=C2 2-(methylthio)naphthalene (S)-tert-butyl-2-(6-(3-isopropyl-1H-pyrrolo[2,3-b]pyridin-5-yl)-2-(2-Methoxyacetyl)-1,2,3,4-tetrahydroisoquinolin-8-yl)pyrrolidine-1-carboxylate